2-(1-methyl-3-(o-tolyl)ureido)-5-oxo-5H-thieno[3,2-b]pyran-6-carboxylic acid CN(C(=O)NC1=C(C=CC=C1)C)C1=CC=2OC(C(=CC2S1)C(=O)O)=O